C1(=CC=CC=C1)[SiH2]N[SiH](N[SiH2]N[SiH3])C1=CC=CC=C1 1,3-diphenyltetrasilazane